C(C)(=O)OOC1=C(C(=C(C=C1)Cl)C(C)P(=O)(OC)OC)Cl 1-(dimethoxyphosphoryl)-ethyl-(2,4-dichlorophenoxy) acetate